acryloyloxy-propyl-methyldimethoxysilane C(C=C)(=O)OCO[Si](OC)(C)CCC